BrC1=CC=C(C=C1)C=1OC(=C(N1)C1=CC=C(C=C1)F)[C-]1OC(=CN1CCC=1C=CC2=CC(N=C2C1)=O)C (2R,5S)-2-(2-(4-bromophenyl)-4-(4-fluorophenyl)oxazol-5-yl)-5-methyl-3-(2-(2-oxoindol-6-yl)ethyl)oxazolid